5-(7,8-dimethyl-[1,2,4]triazolo[1,5-a]pyridin-6-yl)-6-isopropyl-2-(4-isopropylpiperazin-1-yl)-4H-pyrrolo[3,2-d]thiazole CC1=C(C=2N(C=C1C1=C(C=3N=C(SC3N1)N1CCN(CC1)C(C)C)C(C)C)N=CN2)C